C(C)C1C(OC1)COCCC[Si](OCC)(OCC)OCC 3-ethyl-[(tri-ethoxysilylpropoxy)methyl]oxetane